benzyl 4-((2-methoxyethyl)carbamoyl)piperidine-1-carboxylate COCCNC(=O)C1CCN(CC1)C(=O)OCC1=CC=CC=C1